CC(C(=O)N1[C@H]([C@H](C(C1)(F)F)NS(=O)(=O)C)CC1=C(C(=CC=C1)C1=NC(=CC(=N1)C)C)F)(C)C N-[(2S,3R)-1-(2,2-dimethylpropanoyl)-2-{[3-(4,6-dimethylpyrimidin-2-yl)-2-fluorophenyl]methyl}-4,4-difluoro-pyrrolidin-3-yl]methanesulfonamide